C(C)C1(CCN(CC1)C(=O)OC(C)(C)C)C1=NC=CC=C1 tert-butyl 4-ethyl-4-(2-pyridyl)piperidine-1-carboxylate